C1=NC=C2N1C1=C(C=NC2)C=CC=C1 4H-benzo[f]imidazo[1,5-a][1,4]diazepine